COC1=C(C=CC=C1)N1C(SCC1)=N 3-(2-methoxyphenyl)thiazolidin-2-imine